FC1=CC(=C(C=C1C=1C=NC(=NC1)N1CCOCC1)NC(=O)C1=CN(C(C=C1C(F)(F)F)=O)C)N1C[C@H](N([C@H](C1)C)C)C |r| N-[4-fluoro-5-(2-morpholin-4-ylpyrimidin-5-yl)-2-[rac-(3R,5S)-3,4,5-trimethylpiperazin-1-yl]phenyl]-1-methyl-6-oxo-4-(trifluoromethyl)pyridine-3-carboxamide